4-(3-(4-chloro-2,6-dimethylphenoxy)-5-methylphenyl)-6-methyl-N-((1S,3S)-3-(methylsulfonamido)cyclopentyl)-7-oxo-6,7-dihydro-1H-pyrrolo[2,3-c]pyridine-2-carboxamide ClC1=CC(=C(OC=2C=C(C=C(C2)C)C=2C3=C(C(N(C2)C)=O)NC(=C3)C(=O)N[C@@H]3C[C@H](CC3)NS(=O)(=O)C)C(=C1)C)C